3-(2-(2-methoxyethoxy)ethoxy)propionic acid COCCOCCOCCC(=O)O